FC(N1N=C(C=C1)C1=CC(=CC(=N1)C=1CN(CC1)C(=O)OC(C)(C)C)C1=CC=C(C=C1)F)F tert-butyl 3-(6-(1-(difluoromethyl)-1H-pyrazol-3-yl)-4-(4-fluorophenyl)pyridin-2-yl)-2,5-dihydro-1H-pyrrole-1-carboxylate